C[P+](C)(C)C.C(CCCCCCC)S(=O)(=O)[O-] octylsulfonate tetramethylphosphonium salt